C1(CCCC1)S(=O)(=O)N1CC(OCC1)C=1C2=C(SC1)C=CC=C2 3-(4-Cyclopentansulfonyl-morpholin-2-yl)-benzo[b]thiophen